4-ethoxy-2,3-difluorophenol C(C)OC1=C(C(=C(C=C1)O)F)F